N1=C\2C(=CC=C1)CC/C2=N\NC=2N=NC1=C(NC=3C(=CC=CC13)Cl)N2 (E)-3-(2-(5,6-dihydro-7H-cyclopenta[b]pyridin-7-ylidene)hydrazino)-6-chloro-5H-[1,2,4]triazino[5,6-b]indole